methyl 7-bromo-2-(2-methoxyethoxy)-1,3-benzoxazole-4-carboxylate BrC=1C=CC(=C2N=C(OC21)OCCOC)C(=O)OC